(2S,11aR)-2-amino-7-fluoro-6-isopropoxy-8-methyl-2,3,11,11a-tetrahydro-1H,5H-benzo[f]pyrrolo[2,1-c][1,4]oxazepine-5-one N[C@H]1C[C@@H]2COC3=C(C(N2C1)=O)C(=C(C(=C3)C)F)OC(C)C